CC(C#N)(C)C1=C(C=CC(=C1)N1CCN(CC1)C)NC1=NC=C(C(=N1)NCCCN1CCOCCC1=O)C(F)(F)F 2-methyl-2-(5-(4-methylpiperazin-1-yl)-2-((4-((3-(5-oxo-1,4-oxazepan-4-yl)propyl)amino)-5-(trifluoromethyl)pyrimidin-2-yl)amino)phenyl)propanenitrile